2-(6-(6-(4-((2-(2,6-dioxopiperidin-3-yl)-1-oxoisoindolin-5-yl)methyl)piperazin-1-yl)pyridazin-3-yl)-1-oxoisoindolin-2-yl)-2-(5-fluoro-2-hydroxyphenyl)-N-(thiazol-2-yl)acetamide O=C1NC(CCC1N1C(C2=CC=C(C=C2C1)CN1CCN(CC1)C1=CC=C(N=N1)C1=CC=C2CN(C(C2=C1)=O)C(C(=O)NC=1SC=CN1)C1=C(C=CC(=C1)F)O)=O)=O